NC1COC(OC1)CN1C(C2=CC(=C(C=C2C1)[N+](=O)[O-])Cl)=O 2-(((2r,5r)-5-amino-1,3-dioxan-2-yl)methyl)-6-chloro-5-nitroisoindolin-1-one